2-[5-chloro-2-methyl-4-(3-methyl-3-bicyclo[3.1.0]hexanyl)phenyl]-4,4,5,5-tetramethyl-1,3,2-dioxaborolane ClC=1C(=CC(=C(C1)B1OC(C(O1)(C)C)(C)C)C)C1(CC2CC2C1)C